C(C)(C)(C)NC(=O)NC=1C=C2CCC(N(C2=CC1)CC1=C(C(=CC=C1)C(F)(F)F)C#N)=O 1-(tert-butyl)-3-(1-(2-cyano-3-(trifluoromethyl)benzyl)-2-oxo-1,2,3,4-tetrahydroquinolin-6-yl)urea